4-aminohydroxyphenethylamine NC1=CC=C(CCNO)C=C1